O=C1NC(CCC1N1C(C2=CC=C(C=C2C1=O)N1CCN(CC1)CCCN1CCN(CC1)C1=CC=C(C=C1)OC=1C2=C(SC1C1=CC=C(C=C1)F)C=C(C=C2)OC)=O)=O 2-(2,6-dioxopiperidin-3-yl)-5-(4-(3-(4-(4-((2-(4-fluorophenyl)-6-methoxybenzo[b]thiophen-3-yl)oxy)phenyl)piperazin-1-yl)propyl)piperazin-1-yl)isoindoline-1,3-dione